ClC1=NC=C(C(=O)NOCC)C(=C1)NC1=C(C=C(C=C1)C)N(C)SCC 6-chloro-N-ethoxy-4-((4-methyl-2-(N-methylethylsulfanylamino)phenyl)amino)nicotinamide